5-isopropyl-6-phenyl-5H-pyrrolo[2,3-b]Pyrazine-7-carbaldehyde C(C)(C)N1C(=C(C=2C1=NC=CN2)C=O)C2=CC=CC=C2